(E)-2-acetoxy-5-(3-oxo-3-(2-oxo-2,5-dihydro-1H-pyrrol-1-yl)prop-1-ene-1-yl)benzoic acid methyl ester COC(C1=C(C=CC(=C1)\C=C\C(N1C(C=CC1)=O)=O)OC(C)=O)=O